disodium bisphenolate C1(=CC=CC=C1)[O-].C1(=CC=CC=C1)[O-].[Na+].[Na+]